N-(2-(4,4-difluoropiperidin-1-yl)-6-methylpyrimidin-4-yl)-4-iodo-2-((1R,5S)-8-azaspiro[bicyclo[3.2.1]octane-3,1'-cyclopropan]-8-yl)benzamide FC1(CCN(CC1)C1=NC(=CC(=N1)NC(C1=C(C=C(C=C1)I)N1[C@H]2CC3(CC3)C[C@@H]1CC2)=O)C)F